BrC1=CC(=C(O[C@H](C#N)C)C=C1)F (2S)-2-(4-bromo-2-fluorophenoxy)propanenitrile